(4-(4-Chlorophenyl)-8-(1,3,4-oxadiazol-2-yl)-2-(perfluoroethyl)imidazo[1,2-a][1,8]naphthyridin-9-yl)methanol ClC1=CC=C(C=C1)C=1C=2C=CC=3N(C2N=C(C1)C(C(F)(F)F)(F)F)C(=C(N3)C=3OC=NN3)CO